C(C)(=O)OC=1C=C(C(=O)O)C=C(C1)OC(C)=O 3,5-diacetoxybenzoic acid